4-((4-(2-Ethoxy-2-oxoethyl)-3,5-dimethyl-1H-pyrazol-1-yl)methyl)benzoic acid C(C)OC(CC=1C(=NN(C1C)CC1=CC=C(C(=O)O)C=C1)C)=O